C(C)(C)(C)OC(=O)N1CC2(C1)N[C@@H](CNC2)C (R)-6-methyl-2,5,8-triazaspiro[3.5]nonane-2-carboxylic acid tert-butyl ester